FC1=C(C(=C(C=C1C(C)C)F)OC)[C@@H](C(=O)O)N1C[C@@H](CC1)OCCCCCC1=NC=2NCCCC2C(=C1)OC (S)-2-(2,5-difluoro-3-isopropyl-6-methoxyphenyl)-2-((R)-3-((5-(4-methoxy-5,6,7,8-tetrahydro-1,8-naphthyridin-2-yl)pentyl)oxy)pyrrolidin-1-yl)acetic acid